Ethyl 2-(5-(6-fluoroquinolin-4-yl) thiophen-2-ylsulfanyl)-2-methylpropionate FC=1C=C2C(=CC=NC2=CC1)C1=CC=C(S1)SC(C(=O)OCC)(C)C